CN([S@@](=O)C(C)(C)C)[C@H]1[C@@H]2[C@H](C=3C=C(C=CC13)C(F)(F)F)C2 (S)-N,2-dimethyl-N-((1aR,6S,6aS)-3-(trifluoromethyl)-1,1a,6,6a-tetrahydrocyclopropa[a]inden-6-yl)propane-2-sulfinamide